CCOC(=O)[C@H]1N(C(CC1)=O)C(=O)OC(C)(C)C (S)-5-oxopyrrolidine-1,2-dicarboxylic acid 1-tert-butyl 2-ethyl ester